ClC=1C(N(C(=CC1OCC1=C(C=C(C=C1)F)F)C)C=1C=C(C(=O)O)C=CC1F)=O 3-[3-chloro-4-[(2,4-difluorobenzyl)oxy]-6-methyl-2-oxopyridin-1(2H)-yl]-4-fluorobenzoic acid